C(C1=CC=CC=C1)N1CC2=C(C(=C(C1=O)SC)C1=CC(=CC(=C1)C)C)C=CC=C2 2-benzyl-5-(3,5-dimethylphenyl)-4-methylsulfanyl-1,2-dihydro-3H-benzo[c]azepin-3-one